ClC=1C(=C2C=NNC2=C(C1F)NCC#N)C1=CC=2N(C=C1)N=C(C2)NC(=O)C2C(C2)F N-(5-(5-chloro-7-((cyanomethyl)amino)-6-fluoro-1H-indazol-4-yl)pyrazolo[1,5-a]pyridin-2-yl)-2-fluorocyclopropane-1-carboxamide